N-benzyl-7-(4-bromo-3-chloro-benzoyl)-3-oxo-2-[2-(trifluoromethyl)-1H-indol-5-yl]-6,8-dihydro-5H-imidazo[1,5-a]pyrazine-1-carboxamide C(C1=CC=CC=C1)NC(=O)C=1N(C(N2C1CN(CC2)C(C2=CC(=C(C=C2)Br)Cl)=O)=O)C=2C=C1C=C(NC1=CC2)C(F)(F)F